1-((S)-3-(3-((2-((3S,4R)-3-fluoro-4-methoxypiperidin-1-yl)pyrimidin-4-yl)amino)-5-isopropyl-8-(3-((methylsulfonyl)methyl)azetidin-1-yl)isoquinolin-6-yl)piperidin-1-yl)prop-2-en-1-one F[C@H]1CN(CC[C@H]1OC)C1=NC=CC(=N1)NC=1N=CC2=C(C=C(C(=C2C1)C(C)C)[C@H]1CN(CCC1)C(C=C)=O)N1CC(C1)CS(=O)(=O)C